17α-hydroxypregn-4-ene-3,11,20-trione O[C@]1(C(C)=O)CC[C@H]2[C@@H]3CCC4=CC(CC[C@]4(C)[C@H]3C(C[C@]12C)=O)=O